((2-(2-Methoxyethoxy)ethyl)azanediyl)bis(hexane-6,1-diyl) bis(2-hexyldecanoate) C(CCCCC)C(C(=O)OCCCCCCN(CCCCCCOC(C(CCCCCCCC)CCCCCC)=O)CCOCCOC)CCCCCCCC